(Z)-8,8'-(5-hexyl-6-(oct-2-en-1-yl)cyclohex-3-ene-1,2-diyl)bis(octan-1-amine) C(CCCCC)C1C=CC(C(C1C\C=C/CCCCC)CCCCCCCCN)CCCCCCCCN